3-[4-(3,3-difluoro-4-piperidyl)-2,5-difluoro-phenyl]piperidine-2,6-dione FC1(CNCCC1C1=CC(=C(C=C1F)C1C(NC(CC1)=O)=O)F)F